C(#N)C1CC(C1)C(=O)Cl (1r,3r)-3-Cyanocyclobutane-1-carbonyl Chloride